NC1(CCN(CC1)C1=NN2C(S1)=NC=C2C=2C(=NC(=CC2)C(C)C)OC)CO (4-amino-1-(5-(6-isopropyl-2-methoxypyridin-3-yl)imidazo[2,1-b][1,3,4]thiadiazol-2-yl)piperidin-4-yl)methanol